C1=CC=CC=2C3=CC=CC=C3C(C12)COC(=O)NCN1C(C(C(C1CC(C)(C)C)C1=C(C=C(C=C1)Cl)F)C1=CC=CC=C1)C(=O)O (((((9H-fluoren-9-yl)methoxy)carbonyl)amino)methyl)-4-(4-chloro-2-Fluorophenyl)-5-neopentyl-3-phenylpyrrolidine-2-carboxylic acid